C(#N)CC(=O)N[C@H](C(=O)O)CC(=O)O (S)-2-(2-cyanoacetyl-amino)succinic acid